5-methyl-1-(1-((4'-((4-methylpiperazin-1-yl)methyl)-[1,1'-biphenyl]-4-yl)methyl)-1H-indol-5-yl)-1H-pyrazole-3-carboxamide CC1=CC(=NN1C=1C=C2C=CN(C2=CC1)CC1=CC=C(C=C1)C1=CC=C(C=C1)CN1CCN(CC1)C)C(=O)N